OCC(CO)(COCC(CO)(CO)CO)CO 2,2,6,6-tetrakis(Hydroxymethyl)-4-oxa-heptane-1,7-diol